2-hydroxyethyl 2-ethylacrylate C(C)C(C(=O)OCCO)=C